5-Fluoro-6-(2-methoxyethoxy)-3-[3-(4-{3-[4-(oxetan-3-yl)piperazin-1-yl]azetidin-1-carbonyl}phenyl)-1,2-oxazol-5-yl]-1H-indazol FC=1C=C2C(=NNC2=CC1OCCOC)C1=CC(=NO1)C1=CC=C(C=C1)C(=O)N1CC(C1)N1CCN(CC1)C1COC1